FC1CC(N(C1)C(CN1C(NC(C(=C1)C)=O)=O)=O)C(=O)NC(C1=CC=CC=C1)C1=NC(=C(C=C1)C(C)C)F 4-fluoro-N-{[6-fluoro-5-(propan-2-yl)pyridin-2-yl](phenyl)methyl}-1-[2-(5-methyl-2,4-dioxo-1,2,3,4-tetrahydropyrimidin-1-yl)acetyl]pyrrolidine-2-carboxamide